C1(CC1)C1=CC(=C(C=C1)N1N=C(C=C1C1=CC(=C(C#N)C=C1)F)C(=O)N1C[C@@H](CCC1)NC)F (R)-4-(1-(4-cyclopropyl-2-fluorophenyl)-3-(3-(methylamino)piperidine-1-carbonyl)-1H-pyrazol-5-yl)-2-fluorobenzonitrile